6-iodo-1,4-benzodioxane IC1=CC2=C(OCCO2)C=C1